N1=C2C(=NC=C1)C(CC2)N2C(C(=CC=1C2=NC=CN1)C1CCN(CC1)C(=O)OC(C)(C)C)=O tert-butyl 4-(5-(6,7-dihydro-5H-cyclopenta[b]pyrazin-5-yl)-6-oxo-5,6-dihydropyrido[2,3-b]pyrazin-7-yl)piperidine-1-carboxylate